ClC1=C(C=CC=C1OC1CC1)B(O)O (2-chloro-3-cyclopropoxyphenyl)boronic acid